C(C)OC(=O)C=1N=NN(C1)[C@@H]1[C@H]([C@@H](SC2=CC(=C(C=C2)Cl)Cl)O[C@@H]([C@@H]1O)CO)O 3,4-Dichlorophenyl 3-deoxy-3-[4-(ethoxycarbonyl)-1H-1,2,3-triazol-1-yl]-1-thio-α-D-galactopyranoside